C1C=NC=C2N1C1=CC=NC=C1C=C2 pyrazino[1,2-a][1,6]naphthyridine